6-Chloro-3-[(1R)-1-[2-[1-(2-hydroxy-2-methyl-propyl)pyrazol-4-yl]-3,6-dimethyl-4-oxo-chromen-8-yl]ethoxy]pyridine-2-sulfonamide ClC1=CC=C(C(=N1)S(=O)(=O)N)O[C@H](C)C=1C=C(C=C2C(C(=C(OC12)C=1C=NN(C1)CC(C)(C)O)C)=O)C